OCC(=O)N[C@@H](C)C=1SC(=CC1)C(CSC1=C2C(=NC(=N1)C(F)(F)F)N(N=C2)C)=O (S)-2-hydroxy-N-(1-(5-(2-((1-methyl-6-(trifluoromethyl)-1H-pyrazolo[3,4-d]pyrimidin-4-yl)thio)acetyl)thiophen-2-yl)ethyl)acetamide